O=C1N(C(CC1)=O)OC(=O)C=1NC2=CC=CC=C2C1 1H-indole-2-carboxylic acid 2,5-dioxopyrrolidin-1-yl ester